[C@H]12CN(C[C@H](CC1)N2)C=2C1=C(N=C(N2)OC[C@H]2N(CC(C2)=C)C)C(=C(N=C1)C1=CC(=CC2=CC=C(C(=C12)C#C)F)O)F 4-(4-((1R,5S)-3,8-diazabicyclo[3.2.1]octan-3-yl)-8-fluoro-2-(((S)-1-methyl-4-methylenepyrrolidin-2-yl)methoxy)pyrido[4,3-d]pyrimidin-7-yl)-5-ethynyl-6-fluoronaphthalen-2-ol